BrC=1C=CC=C2C=CC=C(C12)NS(=O)C(C)(C)C (8-bromonaphthalen-1-yl)-tert-butylsulfinamide